4-t-butylcyclohexyl peroxide C(C)(C)(C)C1CCC(CC1)OOC1CCC(CC1)C(C)(C)C